C(#C)C1=CC(=C(C=O)C=C1OCCCCCC)OCCCCCC 4-ethynyl-2,5-bis(hexyloxy)benzaldehyde